8-methyl-3-pentyloxy-6H-benzo[c]chromen-6-one CC=1C=CC2=C(C(OC3=CC(=CC=C23)OCCCCC)=O)C1